OC([C@@H](C1=C(C=CC=C1)CCC)S[C@@H]1O[C@@H]([C@@H]([C@@H]([C@H]1O)N1N=NC(=C1)C1=CC(=C(C(=C1)F)F)F)O)CO)(C)C (2S,3R,4S,5R,6R)-2-(((R)-2-Hydroxy-2-methyl-1-(2-propylphenyl)propyl)thio)-6-(hydroxymethyl)-4-(4-(3,4,5-trifluorophenyl)-1H-1,2,3-triazol-1-yl)tetrahydro-2H-pyran-3,5-diol